Cl.NC1C(CC2=CC=C(C=C12)C)C 1-amino-2,6-dimethylindane monohydrochloride